tert-butyl 2-(3-(5-(4-methoxy-5,6,7,8-tetrahydro-1,8-naphthyridin-2-yl)pentyloxy)azetidin-1-yl)-2-(1-methylisoquinolin-5-yl)acetate COC1=CC(=NC=2NCCCC12)CCCCCOC1CN(C1)C(C(=O)OC(C)(C)C)C1=C2C=CN=C(C2=CC=C1)C